(R)-N-cyclopropyl-5-(4-(7-fluoropyrazolo[1,5-a]pyridin-2-yl)-1,4,6,7-tetrahydro-5H-imidazo[4,5-c]pyridin-5-yl)pyrazine-2-carboxamide C1(CC1)NC(=O)C1=NC=C(N=C1)N1[C@H](C2=C(CC1)NC=N2)C2=NN1C(C=CC=C1F)=C2